C(CCC)OC(=O)NCC1=C(N=NN1C)C1=CC=C(C=N1)O[C@@H]1C[C@H](CCC1)C(=O)OCC Ethyl (1S,3S)-3-((6-(5-(((butoxycarbonyl)amino)methyl)-1-methyl-1H-1,2,3-triazol-4-yl)pyridin-3-yl)oxy)cyclohexane-1-carboxylate